isobutylene monoisopropyl-maleate (methyl-methacrylate) CC=C(C(=O)O)C.C(C)(C)OC(\C=C/C(=O)O)=O.CC(C)=C